2-methyl-5-(1-phenylcyclopropyl)benzofuran-3-carboxylic acid CC=1OC2=C(C1C(=O)O)C=C(C=C2)C2(CC2)C2=CC=CC=C2